(Z)-1-((1R,2s)-2,6,6-trimethylcyclohex-3-en-1-yl)but-2-en-1-one C[C@@H]1[C@H](C(CC=C1)(C)C)C(\C=C/C)=O